FC(C1=NC=CC=C1C1(C(C=CC=C1)N)N)(F)F 1-(2-(trifluoromethyl)pyridin-3-yl)benzene-1,2-diamine